FC1=CC=C(C(=O)OCC2=CC=C(C=C2)C)C=C1 4-methylbenzyl 4-fluorobenzoate